C1(=CC(=CC=C1)O[C@H]1C[C@H](CCC1)C(CNCC1=C(N)C=CC=C1)C)C cis-2-(((2-(3-(m-tolyloxy)cyclohexyl)propyl)amino)methyl)aniline